6-bromo-3-(2-oxopropoxy)benzofuran-2-carboxylic acid methyl ester COC(=O)C=1OC2=C(C1OCC(C)=O)C=CC(=C2)Br